C(C)(C)(C)C1=CC=C(/C=C/C2=C(C#N)C(=CC(=C2)F)SC2=CC=C(C=C2)C)C=C1 (E)-2-(4-(tert-butyl)styryl)-4-fluoro-6-(p-tolylthio)benzonitrile